6-[4-[[4-(3-Hydroxyphenyl)-2,6-dimethoxyphenyl]methyl]piperazin-1-yl]-N-[3-nitro-4-(2-phenylsulfanylethylamino)phenyl]sulfonylpyridazine-3-carboxamide OC=1C=C(C=CC1)C1=CC(=C(C(=C1)OC)CN1CCN(CC1)C1=CC=C(N=N1)C(=O)NS(=O)(=O)C1=CC(=C(C=C1)NCCSC1=CC=CC=C1)[N+](=O)[O-])OC